ClC=1C(=C(CN2[C@@H](C[C@@](CC2)(C(=O)O)CC2=NC(=CC=C2F)NC2=NNC(=C2)C)C)C=CC1F)F (2R,4R)-1-(3-chloro-2,4-difluorobenzyl)-4-((3-fluoro-6-((5-methyl-1H-pyrazol-3-yl)amino)pyridin-2-yl)methyl)-2-methylpiperidine-4-carboxylic acid